N1(C=NC=C1)CCCNC1=NC(=NC(=N1)NCCCN(CCC(=O)OCCCCCCCCCCCC)CCC(=O)OCCCCCCCCCCCC)NCCCN(CCC(=O)OCCCCCCCCCCCC)CCC(=O)OCCCCCCCCCCCC Tetradodecyl 3,3',3'',3'''-((((6-((3-(1H-imidazol-1-yl)propyl)amino)-1,3,5-triazine-2,4-diyl)bis(azanediyl))bis(propane-3,1-diyl))bis(azanetriyl))tetrapropionate